COC1=CC(=NC=C1OC1=CC=C(C=C1)C(F)(F)F)C(=O)O 4-methoxy-5-(4-(trifluoromethyl)phenoxy)picolinic acid